tert-butyl (5-methyl-2-oxohexyl)carbamate CC(CCC(CNC(OC(C)(C)C)=O)=O)C